6-fluoro-N-methylindolizine-2-carboxamide FC1=CN2C=C(C=C2C=C1)C(=O)NC